4-hydroxy-2-sulfanyl-spiro[6,8-dihydro-5H-quinazoline-7,3'-indolin]-2'-one OC1=NC(=NC=2CC3(C(NC4=CC=CC=C34)=O)CCC12)S